(5S)-5-[4-(7-{[(1R)-1-(2,4-dichlorophenyl)ethyl]amino}-2-methylpyrazolo[4,3-d]pyrimidin-5-yl)piperazine-1-carbonyl]pyrrolidin-2-one ClC1=C(C=CC(=C1)Cl)[C@@H](C)NC=1C=2C(N=C(N1)N1CCN(CC1)C(=O)[C@@H]1CCC(N1)=O)=CN(N2)C